ethyl-propoxymagnesium C(C)[Mg]OCCC